C(#N)CN1CCC(CC1)NC1=NC=2N(C=C1)N=CC2C(=O)NC2=CC(=CC=C2)C2=NN(C=N2)C 5-((1-(cyanomethyl)piperidin-4-yl)amino)-N-(3-(1-methyl-1H-1,2,4-triazol-3-yl)phenyl)pyrazolo[1,5-a]pyrimidine-3-carboxamide